2-(2-amino-6-chloro-7-(cyclopropyl ethyl)-8-oxo-7,8-dihydro-9H-purin-9-yl)tetrahydrofuran-3-yl acetate C(C)(=O)OC1C(OCC1)N1C2=NC(=NC(=C2N(C1=O)CCC1CC1)Cl)N